CC1(C(C2C(C=C(CC2CC1)C)C)O)C 2,2,6,8-tetramethyl-1,2,3,4,4a,5,8,8a-octahydro-1-naphthalenol